FC1(NCCNC1)F (8S)-2,2-difluoro-tetrahydro-1H-pyrazin